Ethyl ((S)-((2-((tert-butoxycarbonyl)amino)ethyl)thio)(ethoxy)phosphoryl)-L-alaninate C(C)(C)(C)OC(=O)NCCS[P@@](=O)(OCC)N[C@@H](C)C(=O)OCC